C(C)(C)(C)OC(N(C)CC1=NC(=CC2=C1CNC2=O)N2C(CCC2)(C)C)=O ((6-(2,2-dimethylpyrrolidin-1-yl)-1-oxo-2,3-dihydro-1H-pyrrolo[3,4-c]pyridin-4-yl)methyl)(methyl)carbamic acid tert-butyl ester